FC(N1N=C(C=C1)C(C)(C)NC1=NC(=NC(=N1)N)C1=CC=C2C(=NN(C2=C1)C1OCCCC1)F)F N2-[1-[1-(difluoromethyl)pyrazol-3-yl]-1-methyl-ethyl]-6-(3-fluoro-1-tetrahydropyran-2-yl-indazol-6-yl)-1,3,5-triazine-2,4-diamine